2,3-dimethyl-2,3-epoxybutane CC1(C)C(C)(O1)C